1H-indole-4,7-dione N1C=CC=2C(C=CC(C12)=O)=O